NC1=NC=C(C=N1)C#CC=1C=C(C(=O)OC)C=CC1OC(F)F methyl 3-[(2-aminopyrimidin-5-yl)ethynyl]-4-(difluoromethoxy)benzoate